CS(=O)(=O)NC1=CC=C(C=C1)C=1CCN(CC1)C(=O)OC(C)(C)C tert-butyl 4-(4-(methylsulfonamido)phenyl)-3,6-dihydropyridine-1(2H)-carboxylate